1-[4-[(7R)-7-indan-4-yl-5,6,7,8-tetrahydroquinazolin-4-yl]piperazin-1-yl]prop-2-en-1-one C1CCC2=C(C=CC=C12)[C@@H]1CCC=2C(=NC=NC2C1)N1CCN(CC1)C(C=C)=O